C(C)(C)N([C@@H](C)C(=O)O)P(=O)(OC1=C(C(=CC(=C1)CCCCC)O)[C@H]1[C@@H](CCC(=C1)C)C(=C)C)C(=O)OCC.C(C)(C)N(C(C)C)CC N,N-Diisopropylethylamine isopropyl((ethoxycarbonyl)(((1'R,2'R)-6-hydroxy-5'-methyl-4-pentyl-2'-(prop-1-en-2-yl)-1',2',3',4'-tetrahydro-[1,1'-biphenyl]-2-yl)oxy)phosphoryl)-L-alaninate